NC1=NC=CC2=C1C(=NN2[C@H]2C[C@@H](N(C2)C(C=C)=O)COC)C#CC2=C(C1=C(N(C(=N1)C)C)C=C2Cl)F 1-((2R,4S)-4-(4-Amino-3-((6-chloro-4-fluoro-1,2-dimethyl-1H-benzo[d]imidazol-5-yl)ethynyl)-1H-pyrazolo[4,3-c]pyridin-1-yl)-2-(methoxymethyl)pyrrolidin-1-yl)prop-2-en-1-one